COC(CC(=O)C=1C=NC=C(C1)F)=O 3-(5-Fluoropyridin-3-yl)-3-oxopropanoic acid methyl ester